ClC1=C(C=C(C=C1)S(=O)(=O)Cl)OC(F)(F)F 4-chloro-3-(trifluoromethoxy)benzene-1-sulfonyl chloride